methyl-2-aminobutyrate hydrochloride Cl.COC(C(CC)N)=O